CS(=O)(=O)C1=CC=C(C=C1)C1=CC(C=C1C1=CC=C(C=C1)F)(C)C 1-Methylsulfonyl-4-(1,1-dimethyl-4-(4-fluorophenyl)cyclopenta-2,4-dien-3-yl)benzene